[6-(3-cyclopropyl-1,2,4-triazol-1-yl)-2-azaspiro[3.3]heptan-2-yl]-[5-fluoro-6-[(1-methylcyclopropyl)methoxy]-3-pyridinyl]methanone C1(CC1)C1=NN(C=N1)C1CC2(CN(C2)C(=O)C=2C=NC(=C(C2)F)OCC2(CC2)C)C1